O1C(CCCC1)N1N=CC=2C(=CC=CC12)C(=O)NCC(=O)OC Methyl 2-[[1-(oxan-2-yl)indazole-4-carbonyl]amino]acetate